P(=O)(OC(CCCCCC)(C)C)(OC(CCCCCC)(C)C)[O-] di-(di-methyl heptyl) phosphate